FC1=CC2=C(NC([C@H]3N2CCN(C3)C(=O)OC(C)(C)C)=O)C=N1 tert-butyl (S)-2-fluoro-6-oxo-5,6,6a,7,9,10-hexahydro-8H-pyrazino[1,2-a]pyrido[3,4-e]pyrazine-8-carboxylate